(1S,2S)-2-(3-chlorophenyl)-N-(4-(((6-cyclopropyl-8-(4-(2-hydroxyethyl)piperazin-1-yl)imidazo[1,2-a]pyridin-2-yl)methyl)amino)pyridin-2-yl)cyclopropane-1-carboxamide ClC=1C=C(C=CC1)[C@@H]1[C@H](C1)C(=O)NC1=NC=CC(=C1)NCC=1N=C2N(C=C(C=C2N2CCN(CC2)CCO)C2CC2)C1